COCOC1=C(C=CC=C1)C=1N=NC=2NC=3CCN(C(C3C2C1)C)C1CCN(CC1)C(=O)OC(C)(C)C tert-butyl 4-[12-[2-(methoxymethoxy)phenyl]-3-methyl-4,8,10,11-tetrazatricyclo[7.4.0.02,7]trideca-1(9),2(7),10,12-tetraen-4-yl]piperidine-1-carboxylate